Cl.CC1=C(C=CC=C1C)C1CCNCC1 4-(2,3-dimethylphenyl)piperidine hydrochloride